FC1=C2C[C@@H](CN(C2=CC=C1)C(=O)C1=C(C=CC(=C1)N1N=C(N=C1)C(C)C)OC)COC [(3S)-5-fluoro-3,4-dihydro-3-(methoxymethyl)-1(2H)-quinolinyl][2-methoxy-5-[3-(1-methylethyl)-1H-1,2,4-triazol-1-yl]phenyl]methanone